C(C1=CC=CC=C1)OC(CN(C[C@H](C(=O)OCC)NC(=O)OCC1=CC=CC=C1)C(=O)OC(C)(C)C)=O ethyl (R)-3-((2-(benzyloxy)-2-oxoethyl)(tert-butoxycarbonyl)amino)-2-(((benzyloxy)carbonyl)amino)propanoate